6-methyl-2-methoxy-4-phenoxy-1-methacryloyloxynaphthalene CC=1C=C2C(=CC(=C(C2=CC1)OC(C(=C)C)=O)OC)OC1=CC=CC=C1